(4-benzhydrylpiperazin-1-yl)(pyrimidin-5-yl)methanone C(C1=CC=CC=C1)(C1=CC=CC=C1)N1CCN(CC1)C(=O)C=1C=NC=NC1